ClC1=C(C=C(C=C1)NC(OCC=1C=C2C(N(CC2=CC1)C1C(NC(CC1)=O)=O)=O)=O)C (2-(2,6-dioxopiperidin-3-yl)-3-oxoisoindolin-5-yl)methyl (4-chloro-3-methylphenyl)carbamate